FC=1C=C2C(=NN(C2=C(C1C1CCNCC1)F)C)C1C(NC(CC1)=O)=O 3-(5,7-difluoro-1-methyl-6-(piperidin-4-yl)-1H-indazol-3-yl)piperidine-2,6-dione